tert-butyl (4-((4-(1-isopropyl-1H-pyrazol-4-yl)-5-methylpyrimidin-2-yl)amino)benzyl)carbamate C(C)(C)N1N=CC(=C1)C1=NC(=NC=C1C)NC1=CC=C(CNC(OC(C)(C)C)=O)C=C1